2-Chloroacrylic acid methyl ester COC(C(=C)Cl)=O